NC1=C(C=C(C=C1)N1[C@H]2CN(C[C@@H]1CC2)C(=O)OC(C)(C)C)OC(F)F tert-butyl (1R,5S)-8-(4-amino-3-(difluoromethoxy)phenyl)-3,8-diazabicyclo[3.2.1]octane-3-carboxylate